C(C)C(CC1=C(C(=C(C(=O)O)C(=O)O)CC(CCCC)CC)C=CC(=C1)OC)CCCC.C(CCCCCCCCCCC)C(C(O)(CCCCCCCCCCCC)CCCCCCCCCCCC)(O)CO Trilauryl-Glycerine di(2-ethylhexyl)4-methoxy-benzalmalonate